ClC=1C2=C(N=CN1)N(C=C2I)C2CCC(CC2)C2C(N(CCO2)C)=O (4-(4-chloro-5-iodo-7H-pyrrolo[2,3-d]pyrimidin-7-yl)cyclohexyl)-4-methylmorpholine-3-one